C(C)(=O)OC1(CN(C1)CC1=CC=C(C2=CC=CC=C12)Br)C 1-((4-bromonaphthalen-1-yl) methyl)-3-methylazetidin-3-yl acetate